4-(8-(3,4-dichlorophenyl)-3,8-diazabicyclo[3.2.1]octane-3-carbonyl)-6-methoxyquinoline ClC=1C=C(C=CC1Cl)N1C2CN(CC1CC2)C(=O)C2=CC=NC1=CC=C(C=C21)OC